COC(CC1=C(C=C(C=C1F)Br)F)=O 2-(4-Bromo-2,6-difluorophenyl)acetic acid methyl ester